COC=1CCC1OC 3,4-Dimethoxy-cyclobut-3-ene